FC(C(=O)O)(F)F.CN1C(CC(CC1)N(C=1SC=2N=C(SC2N1)C1=NC=C(N=C1)C=1C=NNC1)C)C N-(1,2-Dimethylpiperidin-4-yl)-N-methyl-5-[5-(1H-pyrazol-4-yl)pyrazin-2-yl][1,3]thiazolo[5,4-d][1,3]thiazol-2-amin Trifluoroacetat